1-methyl-4-nitro-1H-pyrazol CN1N=CC(=C1)[N+](=O)[O-]